3-[6-Bromo-7-(difluoromethyl)-3,4-dihydro-2H-quinolin-1-yl]-N-methyl-1-(oxan-4-yl)pyrazolo[4,3-b]pyridine-5-carboxamide BrC=1C=C2CCCN(C2=CC1C(F)F)C1=NN(C=2C1=NC(=CC2)C(=O)NC)C2CCOCC2